4-pregnene-3,11,20-trione CC([C@H]1CC[C@H]2[C@@H]3CCC4=CC(CC[C@]4(C)[C@H]3C(C[C@]12C)=O)=O)=O